CC1(CCCC1)CN1N=CC(=C1)C=1C=CC(=NC1C1=CC=C2C=C(N=NC2=C1)C=C)C#N 5-(1-((1-methylcyclopentyl)methyl)-1H-pyrazol-4-yl)-6-(3-vinylcinnolin-7-yl)picolinonitrile